1-(5,6-dichloro-1H-1,3-benzodiazol-2-yl)-3,3-bis(2-methylpropyl)urea ClC1=CC2=C(NC(=N2)NC(=O)N(CC(C)C)CC(C)C)C=C1Cl